CC1=C(C(=CC(=C1)C)C)[N+](C)(C)C N-(2,4,6-trimethylphenyl)-N,N,N-trimethylammonium